BrC1=CC(=C(C=C1)C=1C=NC=CC1)[N+](=O)[O-] 3-(4-bromo-2-nitrophenyl)pyridine